CN1CCN(CC1)C1CCN(CC1)C1=NNC2=CC(=CC=C12)[N+](=O)[O-] 3-(4-(4-methylpiperazin-1-yl)piperidin-1-yl)-6-nitro-1H-indazole